C1CCCCCC12CC2 spiro[6.2]nonane